C1(CCC1)C=1C(=NN(C1NC(=O)[C@H]1C(C1)(F)F)C)C1CC(C1)(F)F (S)-N-(4-cyclobutyl-3-(3,3-difluorocyclobutyl)-1-methyl-1H-pyrazol-5-yl)-2,2-difluoro-cyclopropane-1-carboxamide